C(C)OC=1C(=C(C=O)C=CC1C1(OCCO1)C)C 3-ethoxy-2-methyl-4-(2-methyl-1,3-dioxolan-2-yl)benzaldehyde